C12CCC(CC1)N2CC2=C(CNC1=C(C(=C(C=C1)S(=O)(=O)N(C(OC(C)(C)C)=O)C1=NSC=C1)F)F)C(=CC=C2)F tert-butyl ((4-((2-((7-azabicyclo[2.2.1]heptan-7-yl)methyl)-6-fluorobenzyl)amino)-2,3-difluorophenyl)sulfonyl)(isothiazol-3-yl)carbamate